(2S)-2-amino-3-(2-oxo-pyrrolidin-3-yl)propionic acid methyl ester COC([C@H](CC1C(NCC1)=O)N)=O